(3S)-3-{[2-(4-chlorophenyl)[1,2,4]triazolo[1,5-c]quinazolin-5-yl]amino}azepan-2-one ClC1=CC=C(C=C1)C1=NN2C(=NC=3C=CC=CC3C2=N1)N[C@@H]1C(NCCCC1)=O